S1[As](SCC1)C1=CC=C(C=C1)N(C(=O)[C@H]1CN(CC1)CC(=O)N(C)C)CC1CN(CC1)C(=O)OC(C)(C)C tert-butyl 3-(((R)-N-(4-(1,3,2-dithiarsolan-2-yl)phenyl)-1-(2-(dimethyl-amino)-2-oxoethyl)pyrrolidine-3-carboxamido)methyl)pyrrolidine-1-carboxylate